CS(=O)(=O)C=1C=C(C=CC1)C1=NN2C(=NC=3C=CC=CC3C2=N1)NC=1C(N=CC=CC1)=O (3R)-3-({2-[3-(S-methylsulfonyl)phenyl][1,2,4]triazolo[1,5-c]quinazolin-5-yl}amino)azepin-2-one